[3-(cyclopropylmethylamino)azetidin-3-yl]acetonitrile hydrochloride Cl.C1(CC1)CNC1(CNC1)CC#N